2,4-di-O-benzyl-β-L-rhamnopyranose C(C1=CC=CC=C1)O[C@H]1[C@@H](O)O[C@H]([C@@H]([C@H]1O)OCC1=CC=CC=C1)C